C1(CCCCC1)CNC(OC1=CC(=C(C=C1)O)C=1C=NC=C(C1)C1=NN=NN1)=O 3-(5-(1H-tetrazol-5-yl)pyridin-3-yl)-4-hydroxyphenyl (cyclohexylmethyl)carbamate